FC(OC[C@@H](C1=CC(=CC=C1)OC(F)(F)F)NC(OC(C)(C)C)=O)F tert-butyl N-[(1R)-2-(difluoromethoxy)-1-[3-(trifluoromethoxy)phenyl]ethyl]carbamate